ethyl-amide diacetate C(C)(=O)[O-].C(C)(=O)[O-].C(C)[NH-]